1-(4-((6-amino-5-cyanopyrimidin-4-yl)oxy)-2-fluorophenyl)-3-(3-(tert-butyl)-1-(4-(cyclobutylmethoxy)phenyl)-1H-pyrazol-5-yl)urea NC1=C(C(=NC=N1)OC1=CC(=C(C=C1)NC(=O)NC1=CC(=NN1C1=CC=C(C=C1)OCC1CCC1)C(C)(C)C)F)C#N